2-(2-chloro-8-isopropyl-5-oxothieno[3',2':4,5]pyrrolo[1,2-d][1,2,4]triazin-6(5H)yl)acetic acid ClC1=CC=2C=C3N(C(=NN(C3=O)CC(=O)O)C(C)C)C2S1